NC1=C(C=O)C=C(C(=C1)OC)OCC1=CC=CC=C1 2-AMINO-5-BENZYLOXY-4-METHOXYBENZALDEHYDE